3-methylindol CC1=CNC2=CC=CC=C12